CCCCCCC=CCCCCCCCCCCCCCCCCCCCCCCC 7-Hentriacontene